N-[(1R)-1-[4-(2-Hydroxyethoxy)-3-methoxy-phenyl]ethyl]-2-methyl-5-(4-methylpiperazin-1-yl)benzamide OCCOC1=C(C=C(C=C1)[C@@H](C)NC(C1=C(C=CC(=C1)N1CCN(CC1)C)C)=O)OC